(S)-N-(3-(1-((2-ethyl-2H-pyrazolo[3,4-b]pyrazin-6-yl)amino)ethyl)phenyl)-6-(pyrrolidin-1-yl)nicotinamide C(C)N1N=C2N=C(C=NC2=C1)N[C@@H](C)C=1C=C(C=CC1)NC(C1=CN=C(C=C1)N1CCCC1)=O